3-(2-chloro-benzyloxy)-5-phenyl-pyridin-2-ylamine ClC1=C(COC=2C(=NC=C(C2)C2=CC=CC=C2)N)C=CC=C1